4-(3-((3-((4-fluorophenethyl)carbamoyl)-6-methoxy-2-oxo-2H-chromen-7-yl)oxy)propoxy)-3-(phenylsulfonyl)-1,2,5-oxadiazole-2-oxide FC1=CC=C(CCNC(=O)C=2C(OC3=CC(=C(C=C3C2)OC)OCCCOC=2C(=[N+](ON2)[O-])S(=O)(=O)C2=CC=CC=C2)=O)C=C1